S-methyl 2,5,10,11,11-pentamethyl-6-oxo-7-oxa-2,5,10-triazatetradec-12-yne-14-thioate CN(C)CCN(C(OCCN(C(C#CC(SC)=O)(C)C)C)=O)C